N,N-dimethylaminoethyl carbamate propyltriethoxysilanesulfonate C(CC)OS(=O)(=O)[Si](OCC)(OCC)OCC.C(N)(OCCN(C)C)=O